C(C)(C)(C)OC(NC1(CC1)C(NC1=NC=C(N=C1Br)Br)=O)=O 1-(3,5-dibromopyrazin-2-ylcarbamoyl)cyclopropyl-carbamic acid tert-butyl ester